(2S,4R)-1-(2-(3-acetyl-5-(pyridazin-4-yl)-1H-indol-1-yl)acetyl)-4-fluoro-N-(4-hydroxypyridin-2-yl)pyrrolidine-2-carboxamide C(C)(=O)C1=CN(C2=CC=C(C=C12)C1=CN=NC=C1)CC(=O)N1[C@@H](C[C@H](C1)F)C(=O)NC1=NC=CC(=C1)O